C(C)(C)(C)N(C(O)=O)C1C(N(CC1)C1=CC(=C(C=C1)C#N)C(F)(F)F)=O.C1(CCCC1)N(S(=O)(=O)C1=CC=C(C=C1)CCOC)CC=1C=C2CCCN(C2=CC1)CC N-cyclopentyl-N-((1-ethyl-1,2,3,4-tetrahydroquinolin-6-yl)methyl)-4-(2-methoxy-ethyl)benzenesulfonamide tert-butyl-(1-(4-cyano-3-(trifluoromethyl)phenyl)-2-oxopyrrolidin-3-yl)carbamate